1,4-dibromo-2,3-difluoro-5-nitro-benzene BrC1=C(C(=C(C(=C1)[N+](=O)[O-])Br)F)F